iodo-1H-pyrazole-5-carboxylate IN1N=CC=C1C(=O)[O-]